3-(5-cyano-3-thienyl)alanine C(#N)C1=CC(=CS1)C[C@H](N)C(=O)O